pyridine-3,5-dicarboxylic dihydrazide N1=CC(=CC(=C1)C(=O)NN)C(=O)NN